ClC1=CC=C(C=C1)C1=C(C(=NN1C)NC(CC1CC(C1)(F)F)=O)C1CCC1 N-(5-(4-chlorophenyl)-4-cyclobutyl-1-methyl-1H-pyrazol-3-yl)-2-(3,3-difluorocyclobutyl)acetamide